3-Isocyanatopropyldimethylethoxysilane N(=C=O)CCC[Si](OCC)(C)C